N,N-Dimethyl-acrylamide ethyl-4-(benzyloxy)-3-oxobutyrate C(C)OC(CC(COCC1=CC=CC=C1)=O)=O.CN(C(C=C)=O)C